BrC1=CC2=CN(N=C2C=C1OC)[C@@H]1[C@@H](CC2(OCCO2)CC1)C |r| Rac-5-bromo-6-methoxy-2-((7r,8s)-7-methyl-1,4-dioxaspiro[4.5]decan-8-yl)-2H-indazole